BrCC1=CC(=NC(=N1)Cl)N1[C@H](COCC1)CC (S)-4-(6-(bromomethyl)-2-chloropyrimidin-4-yl)-3-ethylmorpholine